CC1C(C(C(C1C)C)C)C 1,2,3,4,5-PENTAMEThYL-CYCLOPENTANE